BrC1=CC=C(C=C1)S(=O)(=O)NC=1C=C(C(=O)NC=2C=NC(=CC2)OC)C=CC1 3-((4-bromophenyl)sulfonamido)-N-(6-methoxypyridin-3-yl)benzamide